(S)-1-((S)-8-(4'-(aminomethyl)-4-isopropoxybiphenyl-3-ylsulfonyl)-1-oxa-8-azaspiro[4.5]decan-3-ylamino)-3-(3-(cyclopropylsulfonyl)phenoxy)propan-2-ol NCC1=CC=C(C=C1)C1=CC(=C(C=C1)OC(C)C)S(=O)(=O)N1CCC2(C[C@@H](CO2)NC[C@@H](COC2=CC(=CC=C2)S(=O)(=O)C2CC2)O)CC1